N-lauroyl-N-hydroxyethyl-N'-carboxymethylethylenediamine sodium [Na].C(CCCCCCCCCCC)(=O)N(CCNCC(=O)O)CCO